N[C@@H]1CN(CC[C@H]1O)C1=NC2=C(N1CC1=NC=C(C#N)C=C1)C=C(C=C2)F 6-((2-((3R,4R)-3-amino-4-hydroxypiperidin-1-yl)-6-fluoro-1H-benzo[d]imidazol-1-yl)methyl)nicotinonitrile